C(=C)OCCOC (2-METHOXYETHYL) VINYL ETHER